CN1C(CC(=CC=C1)C1=CC=CC=C1)=O 1-methyl-4-phenyl-2,3-dihydro-1H-azepin-2-one